N-(3-Fluoro-4-((3-((4-methoxy-2-methylbutan-2-yl)amino)-1H-pyrazolo[3,4-b]pyridin-4-yl)oxy)phenyl)-2-(4-fluorophenyl)-3-oxo-2,3-dihydropyridazin-4-carboxamid FC=1C=C(C=CC1OC1=C2C(=NC=C1)NN=C2NC(C)(CCOC)C)NC(=O)C=2C(N(N=CC2)C2=CC=C(C=C2)F)=O